1-(2-Aminopyrimidin-4-yl)-3-methylpyrrolidine-3-carboxylic acid methyl ester COC(=O)C1(CN(CC1)C1=NC(=NC=C1)N)C